1-(2-(Benzyloxy)-4-(methoxy-d3)phenyl)-4-(methylthio)pyrrolo[1,2-d][1,2,4]triazine C(C1=CC=CC=C1)OC1=C(C=CC(=C1)OC([2H])([2H])[2H])C=1C=2N(C(=NN1)SC)C=CC2